(S)-5-(1-(2-chlorophenyl)-2-methoxy-2-oxoethyl)-4,5,6,7-tetrahydrothieno[3,2-c]pyridin-2-yl (2-methoxyphenyl) succinate hydrochloride Cl.C(CCC(=O)OC1=C(C=CC=C1)OC)(=O)OC1=CC=2CN(CCC2S1)[C@H](C(=O)OC)C1=C(C=CC=C1)Cl